2H-thieno[2,3-d][1,3]oxazine N=1COC=C2C1SC=C2